CN(C(OC(C)(C)C)=O)C1CCN(CC1)C(=O)C=1C=C2C(=NNC2=CC1)C1=NC2=C(N1)C=C(C=C2)N2CCOCC2 tert-butyl methyl(1-(3-(6-morpholino-1H-benzo[d]imidazol-2-yl)-1H-indazole-5-carbonyl)piperidin-4-yl)carbamate